6-cyclopropyl-N-{[4-(cyclopropyloxy)-pyrimidin-5-yl]methyl}-5-fluoropyridine-3-carboxamide C1(CC1)C1=C(C=C(C=N1)C(=O)NCC=1C(=NC=NC1)OC1CC1)F